C(C)(C)(C)OC(=O)N1C(CCC1)C(NC1=NC(=CC=C1)Br)=O 2-((6-bromopyridin-2-yl)carbamoyl)pyrrolidine-1-carboxylic acid tert-butyl ester